Cl.Cl.C(C)NC1=CN=C(S1)C=1C=NC=CC1 N-ethyl-2-(pyridin-3-yl)-1,3-thiazol-5-amine dihydrochloride